COC1=CC=C(CN(C=2C(=NN(N2)C2=CC(=NC=C2)OC)C(C=C(CC)O)=O)CC2=CC=C(C=C2)OC)C=C1 1-(5-(bis(4-methoxybenzyl)amino)-2-(2-methoxypyridin-4-yl)-2H-1,2,3-triazol-4-yl)-3-hydroxypent-2-en-1-one